N4-methyl-N2-(7-methyl-7H-pyrrolo[2,3-d]pyrimidin-5-yl)-5-(trifluoromethyl)pyrimidine-2,4-diamine CNC1=NC(=NC=C1C(F)(F)F)NC1=CN(C=2N=CN=CC21)C